2-methoxy-5-(2-(5-methyl-2-(3,4,5-trifluorophenyl)piperidin-1-yl)-2-oxoacetamido)Nicotinamide COC1=C(C(=O)N)C=C(C=N1)NC(C(=O)N1C(CCC(C1)C)C1=CC(=C(C(=C1)F)F)F)=O